C[C@H]1COCC2=C(S1(=O)=O)C=C(C=C2)C(=O)O (S)-2-methyl-2,3-dihydro-5H-benzo[e][1,4]oxathiepine-8-carboxylic acid 1,1-dioxide